C(C1=CC=CC=C1)OCC1=NN(C(N1CC)=O)C1=NC=2C(=CN(C(C2C=C1F)=O)C=1C=CC(=C(C1)C)F)C(=C)C (3-((benzyloxy)methyl)-4-ethyl-5-oxo-4,5-dihydro-1H-1,2,4-triazol-1-yl)-3-fluoro-6-(2-fluoro-5-tolyl)-8-(prop-1-en-2-yl)-1,6-naphthyridin-5(6H)-one